N-((1R)-1-(1-((1R,4R,5S)-2-azabicyclo[2.1.1]hexan-5-yl)-8-(2-cyanoethyl)-7-(2,3-dichlorophenyl)-6-fluoro-4-methyl-1H-pyrrolo[3,2-c]quinolin-2-yl)ethyl)-2,2-difluoroacetamide [C@H]12NC[C@H]([C@@H]1N1C(=CC=3C(=NC=4C(=C(C(=CC4C31)CCC#N)C3=C(C(=CC=C3)Cl)Cl)F)C)[C@@H](C)NC(C(F)F)=O)C2